2-chloro-5-{[(cyclopropylcarbonyl)amino]methyl}-N-(1-methyl-1H-indazol-4-yl)benzamide ClC1=C(C(=O)NC2=C3C=NN(C3=CC=C2)C)C=C(C=C1)CNC(=O)C1CC1